1-(2-chlorophenyl)cyclopropanamine ClC1=C(C=CC=C1)C1(CC1)N